2-amino-3-methyl-N-((1R)-1-(2-oxo-1,2-dihydro-4-pyridinyl)ethyl)-N-((5-(trifluoromethyl)-2-pyridinyl)methyl)-6-quinolinecarboxamide NC1=NC2=CC=C(C=C2C=C1C)C(=O)N(CC1=NC=C(C=C1)C(F)(F)F)[C@H](C)C1=CC(NC=C1)=O